8-chloro-N-(3-(4,4-difluoro-3,3-dimethylbut-1-yn-1-yl)-5-fluorophenyl)-N-methyl-[1,2,4]triazolo[4,3-a]quinazolin-5-amine ClC1=CC=C2C(=NC=3N(C2=C1)C=NN3)N(C)C3=CC(=CC(=C3)F)C#CC(C(F)F)(C)C